Methyl (2R,3S,4R)-2-((S)-((S)-cyclohex-2-en-1-yl) (hydroxy)methyl)-3-hydroxy-4-(2-hydroxyethyl)-3-methyl-5-oxopyrrolidine-2-carboxylate [C@H]1(C=CCCC1)[C@@H]([C@]1(NC([C@@H]([C@]1(C)O)CCO)=O)C(=O)OC)O